C(C)OC(=O)C1=NN(C2=C1CN([C@@H](C2)C)C(C2=CC(=C(C=C2)Cl)Cl)=O)C2OCCCC2.C(C)(C)C2=C(C(=C(C=C2)C2=CC=CC=C2)Cl)C(C)C diisopropylchlorophenyl-benzene Ethyl-(6R)-5-(3,4-dichlorobenzoyl)-6-methyl-1-(tetrahydro-2H-pyran-2-yl)-4,5,6,7-tetrahydro-1H-pyrazolo[4,3-c]pyridine-3-carboxylate